(3-(2-((trans-2-((dimethylamino)methyl)cyclopentyl)amino)-5-(trifluoromethyl)pyrimidine-4-yl)-1H-indol-7-yl)dimethylphosphine oxide CN(C)C[C@H]1[C@@H](CCC1)NC1=NC=C(C(=N1)C1=CNC2=C(C=CC=C12)P(C)(C)=O)C(F)(F)F